BrC=1SC(=C(N1)C(=O)NCC1=NC=C(C=C1F)F)CC 2-bromo-N-[(3,5-difluoropyridin-2-yl)methyl]-5-ethyl-1,3-thiazole-4-carboxamide